C([C@@H]1[C@H]([C@@H]([C@H]([C@H](O1)O[C@@H]2[C@H](O[C@@H]([C@@H]([C@H]2O)O)OP(=O)([O-])[O-])CO)O)O)O)O The molecule is an organophosphate oxoanion obtained by deprotonation of the phosphate OH groups of maltose 1-phosphate; major species at pH 7.3. It is a conjugate base of a maltose 1-phosphate.